ethyl 2-[[9-(3-chlorophenyl)-6-hydroxy-[1,2,4]triazolo[5,1-a]isoquinoline-5-carbonyl]amino]acetate ClC=1C=C(C=CC1)C1=CC=C2C(=C(N3C(C2=C1)=NC=N3)C(=O)NCC(=O)OCC)O